ClC=1C(=NC(=NC1)N[C@@H]1C[C@H]2CO[C@@H]([C@H]1O)N2S(=O)(=O)C)C=2C=C(C1=C(N(C(=N1)C(C)(C)O)C(C)C)C2)F (1S,3R,4S,5S)-3-((5-chloro-4-(4-fluoro-2-(2-hydroxypropan-2-yl)-1-isopropyl-1H-benzo[d]imidazol-6-yl)pyrimidin-2-yl)amino)-8-(methylsulfonyl)-6-oxa-8-azabicyclo[3.2.1]octan-4-ol